Methyl (R)-3-azido-4-(4-(2-(tert-butyl)-2H-tetrazol-5-yl)phenyl)butanoate N(=[N+]=[N-])[C@@H](CC(=O)OC)CC1=CC=C(C=C1)C=1N=NN(N1)C(C)(C)C